6-(5-(5-((7-Cyclobutoxy-4-oxo-3,4-dihydrophthalazin-1-yl)methyl)-2-fluorobenzoyl)hexahydropyrrolo[3,4-c]pyrrol-2(1H)-yl)nicotinonitrile C1(CCC1)OC1=CC=C2C(NN=C(C2=C1)CC=1C=CC(=C(C(=O)N2CC3C(C2)CN(C3)C3=NC=C(C#N)C=C3)C1)F)=O